17-(6-Hydroxyhexyloxy)-10,13-dimethyltetradecahydro-1H-cyclopenta[a]phenanthren-3(2H)-one OCCCCCCOC1CCC2C3CCC4CC(CCC4(C3CCC12C)C)=O